5-[4-[(3,5-difluoro-2-pyridyl)amino]cyclohexoxy]-7-morpholino-1,6-naphthyridin-3-ol FC=1C(=NC=C(C1)F)NC1CCC(CC1)OC1=C2C=C(C=NC2=CC(=N1)N1CCOCC1)O